COC(C1=C(C=CC(=C1)C=O)OC)=O.C(C)N(CC)[SiH2]N(CC)CC Di(diethylamino)silane Methyl-5-formyl-2-methoxybenzoate